ClC(CC(F)(F)F)Cl 1,1-dichloro-3,3,3-trifluoropropane